(2S,4S)-1-methyl-4-[[7-(5-methyl-1,2,4-oxadiazol-3-yl)-1-isoquinolinyl]amino]pyrrolidine-2-carboxylic acid CN1[C@@H](C[C@@H](C1)NC1=NC=CC2=CC=C(C=C12)C1=NOC(=N1)C)C(=O)O